2-(2-chlorophenyl)-N-(5-sulfamoyl-1,2,3,4-tetrahydroisoquinolin-7-yl)acetamide ClC1=C(C=CC=C1)CC(=O)NC1=CC(=C2CCNCC2=C1)S(N)(=O)=O